C(C)C1=C(C(=CC=C1)CC)N1C(CC(C1)(C1=CC=CC=C1)C)(C)C 1-(2,6-diethylphenyl)-2,2,4-trimethyl-4-phenyl-3,4-dihydro-2H-pyrrole